C(C)(C)(C)OC(=O)N1[C@@H]2CN([C@H](C1)C2)CC2=CC=CC=C2 (1S,4S)-5-benzyl-2,5-diazabicyclo[2.2.1]heptane-2-carboxylic acid tert-butyl ester